O(C(=S)[S-])COC(=S)[S-] methylene bisxanthate